2-fluoro-4-(4-((1-methylpiperidin-4-yl)amino)-7-(3-(pyrrolidin-1-yl)propyl)-7H-pyrrolo[2,3-d]pyrimidin-2-yl)benzonitrile FC1=C(C#N)C=CC(=C1)C=1N=C(C2=C(N1)N(C=C2)CCCN2CCCC2)NC2CCN(CC2)C